fluoreno-oxepine C=1C=CCOC=2C1C1=CC3=CC=CC=C3C1=CC2